C(C=C)(=O)OCCC[Si](OCC)(C)C 3-(acryloxy)propyldimethylethoxysilane